1-(2-chloropyridin-4-yl)-3-(5-oxo-1-quinolin-8-ylpyrrolidin-3-yl)urea ClC1=NC=CC(=C1)NC(=O)NC1CN(C(C1)=O)C=1C=CC=C2C=CC=NC12